O=C(O)[C@H](N[C@H](C(=O)O)CCCCN)C D-lysopine